C(=O)(OC(C)(C)C)[C@@H]1CC[C@H](CC1)C(C)(O)N trans-4-Boc-aminocyclohexyl-ethanol